OCCCC1(COC2=C3CN(C(C3=CC=C21)=O)C2C(NC(CC2)=O)=O)C 3-(3-(3-hydroxypropyl)-3-methyl-6-oxo-2,3,6,8-tetrahydro-7H-furo[2,3-e]isoindol-7-yl)piperidine-2,6-dione